4-(6-((S)-2-((R)-2-hydroxy-3-methylbutyryl)-2,7-diazaspiro[4.5]decan-7-yl)pyridin-3-yl)-6-(1-methyl-1H-pyrazol-4-yl)pyrazolo[1,5-a]pyridine-3-carbonitrile O[C@@H](C(=O)N1C[C@@]2(CC1)CN(CCC2)C2=CC=C(C=N2)C=2C=1N(C=C(C2)C=2C=NN(C2)C)N=CC1C#N)C(C)C